[Br-].ClC1=CC=2N(C3=CC=CC=C3SC2C=C1)CCC[N+](CCC(C)C)(C)C N-(3-(2-chloro-10H-phenothiazin-10-yl)propyl)-N,N,3-trimethylbutan-1-aminium bromide